3-[(1R,2S)-1-amino-2-fluoro-7-(trifluoromethylsulfonyl)indan-4-yl]oxy-5-fluoro-benzonitrile N[C@H]1[C@H](CC2=C(C=CC(=C12)S(=O)(=O)C(F)(F)F)OC=1C=C(C#N)C=C(C1)F)F